NC1=NNC2=CC=C(C=C12)C1NC=2C=C3C(=CC2C2C4CCC(C12)C4)C(NC3=O)=O 5-(3-Amino-1H-indazol-5-yl)-1,2,3,4,4a,5,6,11b-octahydro-8H-1,4-methanopyrrolo[3,4-b]phenanthridine-8,10(9H)-dione